FC(I1OC(C2=C1C=CC=C2)=O)(F)F 1-(trifluoromethyl)-1λ3-benzo[d][1,2]iodaoxol-3(1H)-one